CC1(C[C@H]2[C@H](O1)[C@H]1C(C(C([C@@H]1CC2)(C)C)C)(C)C)C (3aS,5aR,8aR,8bS)-2,2,6,6,7,8,8-heptamethyldecahydro-2H-indeno[4,5-b]furan